4-propyl-1,9-nonanediamine C(CC)C(CCCN)CCCCCN